C(CCCCCCCO)O octamethylene glycol